COC1=CC=C(CN2C(N(CC23CCN(CC3)C(=O)OC(C)(C)C)CC(NC3=CC=C(C=C3)C(F)(F)F)=O)=O)C=C1 tert-butyl 1-(4-methoxybenzyl)-2-oxo-3-(2-oxo-2-((4-(trifluoromethyl)phenyl)amino)ethyl)-1,3,8-triazaspiro[4.5]decane-8-carboxylate